FC=1C=C(C=CC1F)C1=NN(C=C1)C=1SC=C(N1)C(=O)OC 3-(3,4-difluorophenyl)-1-(4-(methoxycarbonyl)thiazol-2-yl)-1H-pyrazole